5-(1-fluorocyclopropyl)-1,3,4-oxathiazol-2-one FC1(CC1)C1=NSC(O1)=O